NC1=NC=CC=C1C1=NC=2C(=NC(=CC2)C2=CC=CC=C2)N1C1=CC=C(CN2CC(CCCC2)N)C=C1 1-(4-(2-(2-aminopyridin-3-yl)-5-phenyl-3H-imidazo[4,5-b]pyridin-3-yl)benzyl)azepan-3-amine